C(C)(C)(C)C1CCN(CC1)C(=O)NC1=CC(=C(C(=C1)C=1N=NNN1)C(NC1=NC=C(C=C1)C)=O)F 4-(Tert-butyl)-N-(3-fluoro-4-((5-methylpyridin-2-yl)carbamoyl)-5-(2H-tetrazol-5-yl)phenyl)piperidine-1-carboxamide